C(C=CCC)(=O)SCCNC(CCNC([C@@H](C(COP(OP(OC[C@@H]1[C@H]([C@H]([C@@H](O1)N1C=NC=2C(N)=NC=NC12)O)OP(=O)(O)O)(=O)O)(=O)O)(C)C)O)=O)=O 2-Pentenoyl-CoA